6-cyclohexyl-2-azaspiro[3.3]Heptane-2-carboxylic acid tert-butyl ester C(C)(C)(C)OC(=O)N1CC2(C1)CC(C2)C2CCCCC2